tert-butyl 6-(4-(2-fluorophenyl)-7-(5-methyl-1-(methylamino)-1-oxohexan-3-yl)-6,7-dihydro-5H-pyrrolo[2,3-d]pyrimidin-2-yl)-2,6-diazaspiro[3.4]octane-2-carboxylate FC1=C(C=CC=C1)C=1C2=C(N=C(N1)N1CC3(CN(C3)C(=O)OC(C)(C)C)CC1)N(CC2)C(CC(=O)NC)CC(C)C